CN1[C@@H](COCC1)C1=CC=C(C=C1)B1OC(C(O1)(C)C)(C)C (3R)-4-methyl-3-[4-(4,4,5,5-tetramethyl-1,3,2-dioxaborolan-2-yl)phenyl]morpholine